CSCCNCCSC di-(methylthioethyl)amine